C(C)(C)C1=C(C(=CC=C1)C(C)C)C#C 2,6-diisopropylphenylacetylene